C(C)C1=CC=2C(=NC(=CN2)N[C@@H](C)C=2C=C(C=CC2F)NC(C2=CN=C(C=C2)C(F)(F)F)=O)O1 (S)-N-(3-(1-((6-ethylfuro[2,3-b]pyrazin-3-yl)amino)ethyl)-4-fluorophenyl)-6-(trifluoromethyl)nicotinamide